ClC1=C(C=CC=C1)C1=NN=C(S1)NC(=O)C1=CC(=NO1)OCCOC N-(5-(2-chlorophenyl)-1,3,4-thiadiazol-2-yl)-3-(2-methoxyethoxy)isoxazole-5-carboxamide